BrC=1C=C(NC1)CN[C@H](CO[Si](C)(C)C(C)(C)C)C=1C=C(C=CC1)C (S)-N-((4-bromo-1H-pyrrol-2-yl)methyl)-2-((tert-butyldimethylsilyl)oxy)-1-(m-tolyl)ethylamine